3-(4-Chlorophenyl)-N-((3-chlorophenyl)sulfonyl)-4-phenyl-4,5-dihydro-1H-pyrazole-1-carbothioamide ClC1=CC=C(C=C1)C1=NN(CC1C1=CC=CC=C1)C(NS(=O)(=O)C1=CC(=CC=C1)Cl)=S